(2,4-dimethylphenyl)alanine CC1=C(C=CC(=C1)C)N[C@@H](C)C(=O)O